NC=1C=C2C(=NC1)N(C=C2C#N)C 5-amino-1-methyl-1H-pyrrolo[2,3-b]pyridine-3-carbonitrile